(2-oxopyridin-1(2H)-yl)-1H-pyrazole-4-carboxamide O=C1N(C=CC=C1)N1N=CC(=C1)C(=O)N